trans-4-[[3-fluoro-5-(2-methylimidazol-1-yl)phenyl]methyl]cyclohexanecarboxylic acid FC=1C=C(C=C(C1)N1C(=NC=C1)C)C[C@@H]1CC[C@H](CC1)C(=O)O